COC1=CC=C(C=C1)CN1C(C(CCC1=O)N1C(N(C2=C1C=CC(=C2)C2(CCNCC2)C(=O)OC)C)=O)=O Methyl 4-[1-[1-[(4-methoxyphenyl)methyl]-2,6-dioxo-3-piperidyl]-3-methyl-2-oxo-benzimidazol-5-yl]piperidine-4-carboxylate